CC1=NC2=C(N1)C=C(C=C2C(=O)O)C2=CC=C(C=C2)C2=C(C=CC=C2)CNCCS(=O)(=O)C 2-methyl-6-(2'-(((2-(methylsulfonyl)ethyl)amino)methyl)-[1,1'-biphenyl]-4-yl)-1H-benzo[d]imidazole-4-carboxylic acid